4-[4-[[2-methyl-5-[(1S,2S,3S,4R,5S)-2,3,4-tribenzyloxy-1-(1-iodoethyl)-6,8-dioxabicyclo[3.2.1]oct-5-yl]phenyl]methyl]phenyl]butan-1-ol CC1=C(C=C(C=C1)[C@]12[C@@H]([C@H]([C@@H]([C@](CO1)(O2)C(C)I)OCC2=CC=CC=C2)OCC2=CC=CC=C2)OCC2=CC=CC=C2)CC2=CC=C(C=C2)CCCCO